S(=O)(=O)(ON1[C@@H]2CC[C@H](N(C1=O)C2)C(NCN2C=NC=C2)=N)O (2S,5R)-2-(N-((1H-Imidazol-1-yl) methyl) carbamimidoyl)-7-oxo-1,6-diazabicyclo[3.2.1]octan-6-yl hydrogen sulfate